NC(C(=O)O)CCC1=CNC=C1 2-amino-4-(1H-pyrrol-3-yl)butanoic acid